C(#N)C=1C=C(C=CC1)NC(\C=C\C1=CNC2=CC=CC=C12)=O (E)-N-(3-cyanophenyl)-3-(1H-indol-3-yl)acrylamide